FC(C=1C=CC(=C(C(=O)O)C1)F)F 5-(difluoromethyl)-2-fluorobenzoic acid